(1s,4s)-4-(6-((6-methoxy-2-methyl-1,2,3,4-tetrahydroisoquinolin-7-yl)amino)-1H-pyrazolo[3,4-d]pyrimidin-1-yl)cyclohexan-1-ol COC=1C=C2CCN(CC2=CC1NC1=NC=C2C(=N1)N(N=C2)C2CCC(CC2)O)C